[N+](=O)([O-])C(C[C@H](N)C(=O)O)(C)C 4-nitroleucine